2,4-diaminododecyloxybenzene NC(COC1=CC=CC=C1)CC(CCCCCCCC)N